C(C)(C)(C)C=1C=C(C=C(C1)C(C)(C)C)C=1C=C(C=O)C=C(C1)C1=CC(=CC(=C1)C(C)(C)C)C(C)(C)C 3,5-bis(3,5-di-tert-butylphenyl)benzaldehyde